C1(=CC=CC=C1)C=1N=C(NC1C1=CC=CC=C1)C1=C(C=O)C=CC=C1 (4,5-diphenyl-1H-imidazol-2-yl)benzaldehyde